C(C)OC(=O)C1=C(N=C(N1)[C@H]1N(CCCC1)C(=O)OC(C)(C)C)C1=CC=C(C=C1)C(NC1=NC=CC(=C1)C1=CC=C(C=C1)F)=O tert-butyl (S)-2-(5-(ethoxycarbonyl)-4-(4-((4-(4-fluorophenyl)pyridin-2-yl)carbamoyl)phenyl)-1H-imidazol-2-yl)piperidine-1-carboxylate